N[C@@H](C(=O)NC1=CC=C(C=C1)C1=C2C(=NC=C1)NC=C2)CC(C)(C)C (2R)-2-Amino-4,4-dimethyl-N-[4-(1H-pyrrolo[2,3-b]pyridin-4-yl)phenyl]pentanamide